(2S)-2-[[5,6-dihydro-2-[1-(1-methylethyl)-1H-1,2,4-triazol-5-yl]imidazo[1,2-d][1,4]benzoxazepin-9-yl]oxy]-propanamide CC(C)N1N=CN=C1C=1N=C2N(CCOC3=C2C=CC(=C3)O[C@H](C(=O)N)C)C1